C(C\C=C\CC\C=C\C)(=O)OC Methyl (3E,7E)-nona-3,7-dienoate